COC1=CC(=CC=C1)C(F)(F)F 2-methoxy-6-(trifluoromethyl)benzene